C(C)(C)(C)OC(=O)N1CCN(CC1)CCC[C@@H](C(C)C)N1CC(C1)C=1C=C(C=2N(C1)C(=NC2)C)C2=C(C=C(C=C2)F)C(N(C(C)C)CC)=O 4-[(4S)-4-[3-(8-{2-[ethyl(isopropyl)carbamoyl]-4-fluorophenyl}-3-methylimidazo[1,5-a]pyridin-6-yl)azetidin-1-yl]-5-methylhexyl]piperazine-1-carboxylic acid tert-butyl ester